tert-Butyl (3R)-3-[(1S)-2-tert-butoxy-1-[[3-[(4-oxazol-5-ylanilino)methyl]phenyl]methyl]-2-oxo-ethyl]pyrrolidine-1-carboxylate C(C)(C)(C)OC([C@@H](CC1=CC(=CC=C1)CNC1=CC=C(C=C1)C1=CN=CO1)[C@@H]1CN(CC1)C(=O)OC(C)(C)C)=O